S1C2=C(C=C1)C(=CC=C2)N2CCN(CC2)CCCCOC2=CC=C1C=CC(N(C1=C2)C(C(CCCCCC)(C)C)=O)=O 7-(4-(4-(benzo[b]thiophen-4-yl)piperazin-1-yl)butoxy)-1-(2,2-dimethyloctanoyl)quinolin-2(1H)-one